O1C=CC2=NC=C(C=C21)N2[C@H]([C@H](CC2)NS(=O)(=O)C)CO[C@@H]2CC[C@@H](CC2)C2=CC=CC=C2 N-((2R,3S)-1-(furo[3,2-b]pyridin-6-yl)-2-((((CIS)-4-phenylcyclohexyl)oxy)methyl)pyrrolidin-3-yl)methanesulfonamide